6-chloro-N-(2,4-difluoro-3-(8-methoxy-2-((1-(2-methoxyethyl)piperidin-4-yl)amino)quinazolin-6-yl)phenyl)-1-hydroxy-2,3-dihydro-1H-indene-4-sulfonamide ClC=1C=C(C=2CCC(C2C1)O)S(=O)(=O)NC1=C(C(=C(C=C1)F)C=1C=C2C=NC(=NC2=C(C1)OC)NC1CCN(CC1)CCOC)F